C1=C(C=CC2=CC(=CC=C12)S)S 2,6-naphthalenedithiol